7-benzyloxy-4-(trifluoromethyl)coumarin C(C1=CC=CC=C1)OC1=CC=C2C(=CC(OC2=C1)=O)C(F)(F)F